N-acetyl-S-(4-nitrophenyl)-L-cysteine CC(=O)N[C@@H](CSC1=CC=C(C=C1)[N+](=O)[O-])C(=O)O